Cl.C(=O)(OCC1C2=CC=CC=C2C2=CC=CC=C12)N[C@@H](CCCCN)C(=O)O N-Fmoc-L-lysine hydrochloride